(2,2-dimethylmorpholinyl)-1-((1s,2s)-2-methyl-1-(5-oxo-4,5-dihydro-1,2,4-oxadiazol-3-yl)cyclopropyl)-1H-indole-2-carboxylic acid CC1(CN(CCO1)C1=C(N(C2=CC=CC=C12)[C@@]1([C@H](C1)C)C1=NOC(N1)=O)C(=O)O)C